ClC1=C(C(=NC=N1)NC1=C(C=C(C(=C1)C=1C=NC(=NC1)N1CCOCC1)F)N1C[C@@H](N([C@@H](C1)C)C)C)N 6-chloro-N4-(4-fluoro-5-(2-morpholinopyrimidin-5-yl)-2-((3S,5R)-3,4,5-trimethylpiperazin-1-yl)phenyl)pyrimidine-4,5-diamine